8-(pent-4-yn-1-yloxy)octane C(CCC#C)OCCCCCCCC